2-amino-3-methylbenzyl alcohol NC1=C(CO)C=CC=C1C